(S)-methyl 2-((S)-2-(7-chloro-4-methoxy-1H-indole-2-carboxamido)-4,4-dimethylpentanamido)-3-((S)-2-oxopiperidin-3-yl)propanoate ClC=1C=CC(=C2C=C(NC12)C(=O)N[C@H](C(=O)N[C@H](C(=O)OC)C[C@H]1C(NCCC1)=O)CC(C)(C)C)OC